2-ethylhexyl 3-((7-(3,3-difluoro-4-methoxypiperidin-1-yl)-5-isopropyl-5H-pyrrolo[3,2-d]pyrimidin-2-yl)thio)propionate 2-Ethylhexyl-3-mercaptopropionate C(C)C(COC(CCS)=O)CCCC.FC1(CN(CCC1OC)C1=CN(C2=C1N=C(N=C2)SCCC(=O)OCC(CCCC)CC)C(C)C)F